O=C1OC2(CCN1)CCNCC2 2-oxo-1-oxa-3,9-diazaspiro[5.5]undecane